CC1=C(C(=CC(=C1)C)C)N1C(N(CC1)C1=C(C=C(C=C1C)C)C)=[Ru-4](=CC1=C(C=CC=C1)OC(C)C)(Cl)Cl [1,3-bis-(2,4,6-trimethylphenyl)-2-imidazolidinylidene]dichloro(o-isopropoxyphenylmethylene)ruthenium(II)